tert-butyl ((1S,2R,3S)-2,3-dimethyl-3-((6-(1-methyl-1H-pyrazol-4-yl)pyrazolo[1,5-a]pyrazin-4-yl)oxy)cyclobutyl)(methyl)carbamate C[C@@H]1[C@H](C[C@@]1(OC=1C=2N(C=C(N1)C=1C=NN(C1)C)N=CC2)C)N(C(OC(C)(C)C)=O)C